(E)-4-nitro-N'-(1-(pyridin-3-yl)ethylidene)benzohydrazide [N+](=O)([O-])C1=CC=C(C(=O)N/N=C(\C)/C=2C=NC=CC2)C=C1